(R)-N-(1-(naphthalen-1-yl)ethyl)-2-(3-oxo-3-(2-propioloylhydrazineyl)propyl)benzamide C1(=CC=CC2=CC=CC=C12)[C@@H](C)NC(C1=C(C=CC=C1)CCC(NNC(C#C)=O)=O)=O